tert-butyl (2S,3S)-2-(fluoromethyl)-3-hydroxypyrrolidine-1-carboxylate FC[C@H]1N(CC[C@@H]1O)C(=O)OC(C)(C)C